[8-(1-octylnonoxy)-8-oxo-octyl] (2S)-4-[3-(dimethylamino)propanoyloxy]-1-[6-(1-hexylnonoxy)-6-oxo-hexyl]pyrrolidine-2-carboxylate CN(CCC(=O)OC1C[C@H](N(C1)CCCCCC(=O)OC(CCCCCCCC)CCCCCC)C(=O)OCCCCCCCC(=O)OC(CCCCCCCC)CCCCCCCC)C